ClC1=NC=CC(=N1)N1N=C(N=C1)C(C)C 2-chloro-4-(3-isopropyl-1,2,4-triazol-1-yl)pyrimidine